C(C#C)OC(=O)NCCCC[C@H](N)C(=O)O Nε-((Prop-2-yn-1-yloxy)carbonyl)-L-lysine